N-ethyl-2-methoxy-N-methylethan-1-amine C(C)N(CCOC)C